pentene CCCC=C